2,3,5-trimethylstyrene CC1=C(C=C)C=C(C=C1C)C